2-(4-hydroxyphenethyl)-2-methylthiazolidine-4-carboxylic acid OC1=CC=C(CCC2(SCC(N2)C(=O)O)C)C=C1